(Z)-1-(3-((1H-Pyrrol-2-yl)methylene)-2-oxoindolin-6-yl)-3-(isoxazol-3-yl)urea N1C(=CC=C1)\C=C\1/C(NC2=CC(=CC=C12)NC(=O)NC1=NOC=C1)=O